C1(=CC=CC=C1)P(C1=CC=CC=C1)CC=1N(C2=CC=CC=C2C1[C@@H](N[S@](=O)C(C)(C)C)C1=CC=C(C=C1)C)S(=O)(=O)C1=CC=CC=C1 (R)-N-((S)-(2-((diphenylphosphanyl)methyl)-1-(phenylsulfonyl)-1H-indol-3-yl)(p-tolyl)methyl)-2-methylpropane-2-sulfinamide